3-((tetrahydrofuran-3-yl)methoxy)-1-((2-(trimethylsilyl)ethoxy)methyl)-1H-pyrazol-4-amine O1CC(CC1)COC1=NN(C=C1N)COCC[Si](C)(C)C